C[C@]12CC[C@H]3[C@H]([C@@H]1CC[C@]2(C)O)CCC4=C3C=CC(=C4)O methylestradiol